Methoxycarbonyltetrahydroquinoline COC(=O)N1CCCC2=CC=CC=C12